spiro[indoline-3,3'-pyrrolidin]-2-one hydrochloride Cl.N1CC2(CC1)C(NC1=CC=CC=C12)=O